1-isopropyl-5-(4-methoxyphenyl)-3,3,5,7-tetramethyloctahydrobenzo[c]isoxazole C(C)(C)N1OC(C2C1C(CC(C2)(C)C2=CC=C(C=C2)OC)C)(C)C